CN1CCN(CC1)C1=CC=C(C=C1)NC1=NC=C(C(=N1)N1OCCC1C1=CC=CC=C1)C(F)(F)F N-(4-(4-methylpiperazin-1-yl)phenyl)-4-(3-phenylisooxazolidin-2-yl)-5-(trifluoromethyl)pyrimidine-2-amine